N-(3-(difluoromethyl)-1-(1-(1-(2-hydroxy-2-methylpropionyl)piperidin-4-yl)azetidin-3-yl)-1H-pyrazol-4-yl)-6-(1H-pyrazol-3-yl)-2-picolinamide FC(C1=NN(C=C1NC(C1=NC(=CC=C1)C1=NNC=C1)=O)C1CN(C1)C1CCN(CC1)C(C(C)(C)O)=O)F